C1(=CC=CC2=NC3=CC=CC=C3C=C12)C=1C=CC=2N(C1)C=C(N2)N 6-(acridin-1-yl)imidazo[1,2-a]pyridin-2-amine